4-methyl-1-(5-((2-(trifluoromethyl)pyridin-3-yl)thio)thiazolo[4,5-b]pyrazin-2-yl)piperidin-4-amine CC1(CCN(CC1)C=1SC=2C(=NC(=CN2)SC=2C(=NC=CC2)C(F)(F)F)N1)N